lanthanum-sodium citrate C(CC(O)(C(=O)[O-])CC(=O)[O-])(=O)[O-].[Na+].[La+3]